C[C@@H]1CN=C(CC1)C1=CC=C(C=C1)C |r| rac-(3S)-3-Methyl-6-(p-tolyl)-2,3,4,5-tetrahydropyridine